N1N=C(C=C1)CC=1SC2=C(N(C=3C(N(N=CC32)CC3=NC(=C(C=C3)F)N)=O)C)N1 2-((1H-pyrazol-3-yl)methyl)-6-((6-amino-5-fluoropyridin-2-yl)methyl)-4-methyl-4H-thiazolo[5',4':4,5]pyrrolo[2,3-d]pyridazin-5(6H)-one